ClC=1C(=C(CNC2C(NOC2)=O)C(=CC1O)OC)F 4-((3-chloro-2-fluoro-4-hydroxy-6-methoxybenzyl)amino)isoxazolidin-3-one